{2-Chloro-4-[(5-chloro-thiophen-2-ylmethyl)-(methyl)amino]-phenyl}-carbamic acid but-2-ynyl ester C(C#CC)OC(NC1=C(C=C(C=C1)N(C)CC=1SC(=CC1)Cl)Cl)=O